C(C)(=O)C=1SC(=C(N1)C)OC1=C(C=C(C=C1)N1N=C2N(C1=O)[C@@H](CC2)C2=CC=CC=C2)F (S)-2-(4-((2-acetyl-4-methylthiazol-5-yl)oxy)-3-fluorophenyl)-5-phenyl-2,5,6,7-tetrahydro-3H-pyrrolo[2,1-c][1,2,4]triazol-3-one